CC=1C=C(C=NC1N1CCC(CC1)CNC)CC1=CN=C2C(=NC(=NN21)OC(C)CCC)N 7-((5-methyl-6-(4-((methylamino)methyl)piperidin-1-yl)pyridin-3-yl)methyl)-2-(pentan-2-yloxy)imidazo[2,1-f][1,2,4]triazin-4-amine